ClP(C(=CC1=CC=CC=C1)P(C1CCCCC1)(C1CCCCC1)(C1CCCCC1)Cl)(C1CCCCC1)(C1CCCCC1)C1CCCCC1.[Ru+2] Ruthenium (II) dichloro(phenylvinylidene)bis(tricyclohexyl-phosphine)